methyl 4-((3-hydroxy-1-methylcyclobutyl)ethynyl)-2-methoxybenzoate OC1CC(C1)(C)C#CC1=CC(=C(C(=O)OC)C=C1)OC